C[C@@H]1C=C(CN(C1)CC1(COC1)O)C=1C=NC=C(C1)C (R)-3-((5,5'-dimethyl-5,6-dihydro-[3,3'-bipyridin]-1(2H)-yl)methyl)oxetan-3-ol